1-(5-methyl-2-pyridyl)azetidin-3-ol CC=1C=CC(=NC1)N1CC(C1)O